CC1=CC=CC=2N(C(=NC21)CN2CCC(CC2)C2=NC(=CC=C2)OCC2=C(C=C(C=C2)C#N)F)C[C@H]2OCC2 methyl-(S)-2-((4-(6-((4-cyano-2-fluorobenzyl)oxy)pyridin-2-yl)piperidin-1-yl)methyl)-1-(oxetan-2-ylmethyl)-1H-benzo[d]imidazole